ClC1=C(C=C2C=C(N=CC2=C1)NC(=O)C1C(C1C=1C=NN(C1)C)C)C1CCN(CC1)C1(COCC1F)C N-(7-chloro-6-(1-(4-fluoro-3-methyltetrahydrofuran-3-yl)piperidin-4-yl)isoquinolin-3-yl)-2-methyl-3-(1-methyl-1H-pyrazol-4-yl)cyclopropane-1-carboxamide